Cl.O1CCNCC(C1)C(=O)N 1,4-Oxazepane-6-carboxamide Hydrochloride